2-(((3-(aminomethyl)cyclobutyl)thio)methyl)-8-methylquinazolin-4(3H)-one NCC1CC(C1)SCC1=NC2=C(C=CC=C2C(N1)=O)C